2-(4-((1R,5S)-3,8-diazabicyclo[3.2.1]octan-3-yl)-2-(((S)-1-methylpyrrolidin-2-yl)methoxy)quinazolin-7-yl)phenol [C@H]12CN(C[C@H](CC1)N2)C2=NC(=NC1=CC(=CC=C21)C2=C(C=CC=C2)O)OC[C@H]2N(CCC2)C